FC(C1=NN(C=C1)C1=C(C=CC=C1)CN)(F)F (2-(3-(trifluoromethyl)-1H-pyrazol-1-yl)phenyl)methanamine